COC1=C2CN(C(C2=CC=C1)=O)C1CCC(CC1)C(=O)NC1=CC(=C(C=C1)C)OC (1s,4s)-4-(4-Methoxy-1-oxoisoindolin-2-yl)-N-(3-methoxy-4-methylphenyl)cyclohexanecarboxamide